1-(4-(4-chloro-7H-pyrrolo[2,3-d]pyrimidin-5-yl)piperidin-1-yl)prop-2-en-1-one ClC=1C2=C(N=CN1)NC=C2C2CCN(CC2)C(C=C)=O